The molecule is an organophosphate oxoanion obtained by the deprotonation of the carboxy and phospho groups and protonation of the amino group of O-(N-acetylglucosamine-1-phosphoryl)-L-serine: major species at pH 7.3. It is a conjugate base of an O-(N-acetylglucosamine-1-phosphoryl)-L-serine. CC(=O)N[C@@H]1[C@H]([C@@H]([C@H](OC1OP(=O)([O-])OC[C@@H](C(=O)[O-])[NH3+])CO)O)O